ClC1=CC(=C2C(=N1)C(CC2C#N)(C)C)F 2-chloro-4-fluoro-7,7-dimethyl-6,7-dihydro-5H-cyclopenta[b]pyridine-5-carbonitrile